2-methoxy-5-methylbenzene COC1=CC=C(C=C1)C